(3-((3,3-Difluorocyclobutoxy)methyl)-1-methyl-1H-indazol-5-yl)carbamic acid tert-butyl ester C(C)(C)(C)OC(NC=1C=C2C(=NN(C2=CC1)C)COC1CC(C1)(F)F)=O